C1(CC1)COC1CCC(CC1)C=1N=CC2=C(N1)C(=CN=C2)C(F)(F)F 2-((1R,4R)-4-(cyclopropylmethoxy)cyclohexyl)-8-(trifluoromethyl)pyrido[4,3-d]pyrimidine